2-cyano-N-ethylthioamide C(#N)CCS[NH-]